tert-butyl N-[1-(2,2,2-trifluoroethyl)prop-2-ynyl]carbamate FC(CC(C#C)NC(OC(C)(C)C)=O)(F)F